ClCCCS(=O)(=O)NC=1C(=CC=C2C=CNC12)C#N 3-chloro-N-(6-cyano-1H-indol-7-yl)propane-1-sulfonamide